ClC=1C=C(C(=C(C#N)C1)C)OC1=C(N=CNC1=O)C(C(F)F)(F)F 5-chloro-2-methyl-3-((6-oxo-4-(1,1,2,2-tetrafluoroethyl)-1,6-dihydropyrimidin-5-yl)oxy)benzonitrile